FC(C=1C(=CNC(C1)=O)C(=O)NC=1C(=CC(=C(C1)C=1CCNCC1)F)N1C[C@H](N([C@H](C1)C)C)C)F 4-[5-[[4-(Difluoromethyl)-6-oxo-1H-pyridin-3-carbonyl]amino]-2-fluoro-4-[(3R,5S)-3,4,5-trimethylpiperazin-1-yl]phenyl]-3,6-dihydro-2H-pyridin